(S)-3-(4-aminophenyl)-1,3-dimethylpyrrolidin-2-one NC1=CC=C(C=C1)[C@]1(C(N(CC1)C)=O)C